COC1=CC(=NC(=C1)N(C)CC1=CC=C(C=C1)OC)C1CCC(CC1)=O 4-(4-methoxy-6-((4-methoxybenzyl)(methyl)amino)pyridin-2-yl)cyclohexan-1-one